N-((7-chloro-1-(4-(trifluoromethyl)phenyl)-1,2,3,4-tetrahydro-1,5-naphthyridin-3-yl)methyl)acetamide ClC1=CN=C2CC(CN(C2=C1)C1=CC=C(C=C1)C(F)(F)F)CNC(C)=O